(E)-2-(5-chloro-2-nitrophenyl)-N,N-dimethylethen-1-amine ClC=1C=CC(=C(C1)/C=C/N(C)C)[N+](=O)[O-]